(3-acetyl-2,4,6-trihydroxyphenyl)pentan-1-one lead [Pb].C(C)(=O)C=1C(=C(C(=CC1O)O)C(CCCC)=O)O